(3R)-3-[(8-methoxy-5-quinolyl)amino]Pyrrolidine COC=1C=CC(=C2C=CC=NC12)N[C@H]1CNCC1